gamma-(2-aminoethyl)aminopropyl-methyl-dimethoxysilane NCCNCCC[Si](OC)(OC)C